4-{[5-{[(2R,7aS)-2-fluorotetrahydro-1H-pyrrolizin-7a(5H)-yl]methoxy}-7-(3-oxa-7,9-diazabicyclo[3.3.1]nonan-7-yl)[1,3]thiazolo[5,4-d]pyrimidin-2-yl]amino}-2-naphthol F[C@@H]1C[C@@]2(CCCN2C1)COC=1N=C(C2=C(N1)SC(=N2)NC2=CC(=CC1=CC=CC=C21)O)N2CC1COCC(C2)N1